1-(2-(dimethylamino)ethyl)-5-(4-((4-((5-(trifluoromethyl)pyridin-2-yl)amino)piperidin-1-yl)sulfonyl)phenyl)-1H-pyrrolo[2,3-b]pyridine-3-carbonitrile CN(CCN1C=C(C=2C1=NC=C(C2)C2=CC=C(C=C2)S(=O)(=O)N2CCC(CC2)NC2=NC=C(C=C2)C(F)(F)F)C#N)C